C[C@@H]1N(C[C@H](N(C1)C1COC1)C)C=1SC2=C(N1)C(=C(N2)C=2C(=C(C=1N(C2)N=CN1)C)C)C(C)C 2-((2s,5r)-2,5-dimethyl-4-(oxetan-3-yl)piperazin-1-yl)-5-(7,8-dimethyl-[1,2,4]triazolo[1,5-a]pyridin-6-yl)-6-isopropyl-4H-pyrrolo[3,2-d]thiazole